C1(=CC=CC2=CC=CC=C12)NC([C@H](C)NC(OC(C)(C)C)=O)=O tert-butyl (S)-(1-(naphthalen-1-ylamino)-1-oxopropan-2-yl)carbamate